C1(=CC=CC=C1)S(=O)(=O)/C=C/CNC(=O)C=1C(NC=2CCN(CC2C1)C(=O)OC(C(F)(F)F)C)=O 1,1,1-trifluoropropan-2-yl 3-{[(2E)-3-(benzenesulfonyl)prop-2-en-1-yl]carbamoyl}-2-oxo-1,2,5,6,7,8-hexahydro-1,6-naphthyridine-6-carboxylate